Cl.ClCC=1C=NN(C1)CC 4-(chloromethyl)-1-ethyl-1H-pyrazole hydrochloride